N(=[N+]=[N-])CC1(C(CN(CC1)C(=O)OC(C)(C)C)O)O tert-Butyl 4-(azidomethyl)-3,4-dihydroxy-piperidine-1-carboxylate